methyl 5,7-difluoro-1,3-dimethylindole-2-carboxylate FC=1C=C2C(=C(N(C2=C(C1)F)C)C(=O)OC)C